2-Cyano-N-(5-fluoro-6-oxo-1-(2,2,2-trifluoroethyl)-1,6-dihydropyridin-3-yl)thiazole-5-carboxamide C(#N)C=1SC(=CN1)C(=O)NC1=CN(C(C(=C1)F)=O)CC(F)(F)F